2-benzenesulfonyl-propionic acid C1(=CC=CC=C1)S(=O)(=O)C(C(=O)O)C